4-methyl-2-oxo-N-(prop-2-yn-1-yl)-2H-chromene-7-carboxamide CC1=CC(OC2=CC(=CC=C12)C(=O)NCC#C)=O